OC=1C=C(C=C2N(C(C=3N(C12)C=CN3)=O)C=3C(=NC=CC3)C)C(F)(F)F 9-Hydroxy-5-(2-methylpyridin-3-yl)-7-(trifluoromethyl)imidazo[1,2-a]Quinoxaline-4(5H)-on